3-(4-bromo-1H-pyrazol-1-yl)-3-methylbutan-2-one BrC=1C=NN(C1)C(C(C)=O)(C)C